Indendione C1(C(CC2=CC=CC=C12)=O)=O